FC(C(=O)CC(C1=CC=CS1)=O)(C(C(F)(F)F)(F)F)F (Perfluorobutyryl)-2-thenoylmethane